ClC1=CC2=C(C3=CC=CC=C3C(=C2C=C1)OCC(=O)OCCO)OCC(=O)OCCO 2-chloro-9,10-bis(2-hydroxyethoxycarbonyl-methyleneoxy)anthracene